C(C1=CC=CC=C1)OCC(CO)CO 2-benzyloxymethyl-1,3-propanediol